CN1N=C(C(=C1O)C)C1=CC=CC=C1 1,4-dimethyl-3-phenyl-1H-pyrazol-5-ol